allyloxyhydroxypropanesulfonic acid sodium salt [Na+].C(C=C)OC(CC)(S(=O)(=O)[O-])O